N[C@@H](CO)C1=C(C=CC=C1)F (2R)-2-amino-2-(2-fluorophenyl)ethanol